O1C(CCCC1)OC([C@@H](NO)CCCC[N+](C)(C)C)=O O-(tetrahydro-2H-pyran-2-yl)-hydroxy-laminin